N-(3-(2-ethoxyphenyl)-1H-pyrazol-4-yl)pyrazolo[1,5-a]pyrimidine-3-carboxamide C(C)OC1=C(C=CC=C1)C1=NNC=C1NC(=O)C=1C=NN2C1N=CC=C2